tert-Butyl 3-{[4-(3-chloro-2-fluorophenyl)-5-fluoro-4-methyl-1-oxo-1,2,3,4-tetrahydroisoquinolin-6-yl]amino}azetidine-1-carboxylate ClC=1C(=C(C=CC1)C1(CNC(C2=CC=C(C(=C12)F)NC1CN(C1)C(=O)OC(C)(C)C)=O)C)F